C1(=CC=CC=C1)C(C(=O)NC(C(Cl)(Cl)Cl)NC(=S)NC1=CC(=C(C=C1)F)[N+](=O)[O-])C1=CC=CC=C1 α-Phenyl-N-[2,2,2-trichloro-1-[[[(4-fluoro-3-nitrophenyl)amino]thioxomethyl]amino]ethyl]benzeneacetamide